C1(CC1)C=1C=C(CC2(CCN(CC2)C(C2=C(N=CC=C2)C2=NC=NC=C2)=O)C#N)C=CC1 4-(3-cyclopropylbenzyl)-1-(2-(pyrimidin-4-yl)nicotinoyl)piperidine-4-carbonitrile